C(\C=C\C(=O)O)(=O)O.CNCC.CNCC N-methylethan-1-amine hemi-fumarate